1-(4-tert-butylphenyl)butan-2-one tert-Butyl-3-methyl-2-oxo-piperidine-1-carboxylate C(C)(C)(C)OC(=O)N1C(C(CCC1)C)=O.C(C)(C)(C)C1=CC=C(C=C1)CC(CC)=O